ClCC1=NN=C(N1C)CC 3-(chloromethyl)-5-ethyl-4-methyl-4H-1,2,4-triazole